2-({[3-(methoxymethyl)-1,2,4-oxadiazol-5-yl]methyl}sulfanyl)-6-methylpyrimidin-4-amine COCC1=NOC(=N1)CSC1=NC(=CC(=N1)N)C